C1(=CC=CC=2OC3=C(C21)C=CC=C3)C=3C(=C2C(=CC3)N=C3C=CC1=C4C=CC=CC4=NC1=C32)C3=C(C=CC=C3)C3=NN=NC(=C3C3=CC=CC=C3)C3=CC=CC=C3 (dibenzofuranyl)[(diphenyltriazinyl)phenyl]indolocarbazole